(±)-6-chloro-7,8-dihydroxy-3-allyl-1-phenyl-2,3,4,5-tetrahydro-1H-3-benzazepine hydrobromide Br.ClC1=C(C(=CC=2[C@H](CN(CCC21)CC=C)C2=CC=CC=C2)O)O |r|